((2R,3S,4R,5R)-5-(4-aminopyrrolo[2,1-f][1,2,4]triazin-7-yl)-5-cyano-3,4-dihydroxytetrahydrofuran-2-yl)methyl 2-(4-phenyltetrahydro-2H-pyran-4-yl)acetate C1(=CC=CC=C1)C1(CCOCC1)CC(=O)OC[C@H]1O[C@@]([C@@H]([C@@H]1O)O)(C#N)C1=CC=C2C(=NC=NN21)N